C(C)N1C(C=2N(C3=CC=C(C=C13)C(=O)O)N=CC2)=O 5-ethyl-4-oxo-4,5-dihydropyrazolo[1,5-a]quinoxaline-7-carboxylic acid